(1E,6E)-1,7-bis-(4-hydroxy-3-methoxyphenyl)-hepta-1,6-diene-3,5-dione OC1=C(C=C(C=C1)\C=C\C(CC(\C=C\C1=CC(=C(C=C1)O)OC)=O)=O)OC